OC=1C=C(C[C@@H](CO)[C@@H](CO)CC2=CC(=CC=C2)O)C=CC1 (2R,3S)-2,3-bis-(3-hydroxy-benzyl)-butane-1,4-diol